isonicotinic acid methyl-2-[[4-[4-tert-butoxycarbonyl-6-[(4-cyano-2-fluoro-phenyl)methoxy]-2-pyridinyl]-2-fluoro-phenyl]methyl]-3-(2-methoxyethyl)benzimidazole-5-carboxylate COC(=O)C1=CC2=C(N=C(N2CCOC)CC2=C(C=C(C=C2)C2=NC(=CC(=C2)C(=O)OC(C)(C)C)OCC2=C(C=C(C=C2)C#N)F)F)C=C1.C(C1=CC=NC=C1)(=O)O